ClC1=C(C=C(C=C1)[N+](=O)[O-])S(=O)(=O)Cl 2-chloro-5-nitrobenzene-1-sulfonyl chloride